N-(cyclohexylmethyl)-5-(thiazol-5-yl)-1H-indazol-3-amine C1(CCCCC1)CNC1=NNC2=CC=C(C=C12)C1=CN=CS1